1-(4-(3-(hydroxymethyl)azetidin-1-yl)phenyl)-3-((2-(trimethylsilyl)ethoxy)methyl)dihydropyrimidine-2,4(1H,3H)-dione OCC1CN(C1)C1=CC=C(C=C1)N1C(N(C(CC1)=O)COCC[Si](C)(C)C)=O